3,6-bis(dimethylamino)-1,8-dimethoxy-9,10-diphenylacridinium bromide [Br-].CN(C=1C=C(C2=C(C3=C(C=C(C=C3[N+](=C2C1)C1=CC=CC=C1)N(C)C)OC)C1=CC=CC=C1)OC)C